1-methyl citrate C(CC(O)(C(=O)[O-])CC(=O)[O-])(=O)OC